benzyl ((S)-cyclohexyl(2-(((3R,5R)-2-oxo-5-(trifluoromethyl)piperidin-3-yl)methyl)imidazo[1,2-b][1,2,4]triazin-6-yl)methyl)carbamate C1(CCCCC1)[C@@H](C=1N=C2N(N=C(C=N2)C[C@@H]2C(NC[C@@H](C2)C(F)(F)F)=O)C1)NC(OCC1=CC=CC=C1)=O